2-HYDROXY-5-METHYLPYRIDINE-3-BORONIC ACID OC1=NC=C(C=C1B(O)O)C